C1(CC1)N1N=CC(=C1)C=1C=C(C=CC1)N(C(=O)[C@@H]1CC[C@H](CC1)C(=O)OC)C[C@@H]1CC[C@H](CC1)C1=NC(=C(C=C1)OC)C trans-Methyl 4-((3-(1-cyclopropyl-1H-pyrazol-4-yl)phenyl)((trans-4-(5-methoxy-6-methylpyridin-2-yl)cyclohexyl)methyl)carbamoyl)cyclohexanecarboxylate